FC(C(=O)O)(F)F.CC1=C(C=NC=C1)C(=O)OCC([C@H](C[C@H]1C(NCC1)=O)NC([C@@H](NC(=O)C=1NC2=CC=CC(=C2C1)OC)CC(C)C)=O)=O (3S)-3-({N-[(4-methoxy-1H-indol-2-yl)carbonyl]-L-leucyl}amino)-2-oxo-4-[(3S)-2-oxopyrrolidin-3-yl]butyl 4-methylpyridine-3-carboxylate, trifluoroacetate salt